3-bromo-4-[(2,4-difluorobenzyl)amino]-6-methyl-1-(pyridin-3-ylmethyl)pyridin-2(1H)-one BrC=1C(N(C(=CC1NCC1=C(C=C(C=C1)F)F)C)CC=1C=NC=CC1)=O